rac-1-(tert-butyl) 3-ethyl (3S,4S)-4-(2-chloro-4-methylphenyl)pyrrolidine-1,3-dicarboxylate ClC1=C(C=CC(=C1)C)[C@@H]1[C@@H](CN(C1)C(=O)OC(C)(C)C)C(=O)OCC |r|